2-methyloctamethylnaphthalenedicarboxamide CC1(C(C2=C(C(=C(C(=C2C(=C1C)C)C)C)C)C)C(=O)N(C)C)C(=O)N